5-((6-(5-(((5-Fluoro-4-(((S)-tetrahydrofuran-3-yl)oxy)pyrimidin-2-yl)oxy)methyl)-1-methyl-1H-1,2,3-triazol-4-yl)-2-methylpyridin-3-yl)oxy)octahydropentalene-1-carboxylic acid FC=1C(=NC(=NC1)OCC1=C(N=NN1C)C1=CC=C(C(=N1)C)OC1CC2CCC(C2C1)C(=O)O)O[C@@H]1COCC1